NC1=NC(N(C=C1)C=1C=C2CN(CC2=CC1)[C@@H]1CC[C@H](CC1)NC(OC(C)(C)C)=O)=O tert-butyl ((trans)-4-(5-(4-amino-2-oxopyrimidin-1(2H)-yl)isoindolin-2-yl)cyclohexyl)carbamate